4,4'-difluoro-2,2'-diamino-biphenyl FC1=CC(=C(C=C1)C1=C(C=C(C=C1)F)N)N